2-(1-propynyl)benzaldehyde C(#CC)C1=C(C=O)C=CC=C1